[Pb].[Sn].[Sb].[Cu] copper-antimony-tin-lead